C=1NC(N2C1C=CC=C2)=O imidazo[1,5-a]pyridin-3-one